3-(3,4-dichlorophenyl)-1-[4-(1,5-dimethylpyrazol-4-yl)-3,4-dihydro-1H-isoquinolin-2-yl]propan-1-one ClC=1C=C(C=CC1Cl)CCC(=O)N1CC2=CC=CC=C2C(C1)C=1C=NN(C1C)C